C(C)(C)(C)OC(=O)N1[C@H](C[C@@](C1)(C1=CC=CC=C1)OC)C(NC1=C(C=CC(=C1)C(CCC1CC1)(C1=NC=CC=C1)N[S@@](=O)C(C)(C)C)F)=O (2R,4S)-2-(5-((+)-3-cyclopropyl-1-((S)-1,1-Dimethylethylsulfinylamino)-1-(pyridin-2-yl)propyl)-2-fluorophenylcarbamoyl)-4-methoxy-4-phenylpyrrolidine-1-carboxylic acid tert-butyl ester